[I-].S1C2=C(C=C1)C(=CC=C2)N2CC[N+](CC2)(CCCCOC2=CC=C1C=CC(NC1=C2)=O)COC(N(CC)CC)=O 4-(benzo[b]thiophen-4-yl)-1-((diethylcarbamoyloxy)methyl)-1-(4-(2-oxo-1,2-dihydroquinolin-7-yloxy)butyl)piperazin-1-ium iodide